1,2-bis(2-((tert-butyldimethylsilyl)oxy)phenoxy)benzene [Si](C)(C)(C(C)(C)C)OC1=C(OC2=C(C=CC=C2)OC2=C(C=CC=C2)O[Si](C)(C)C(C)(C)C)C=CC=C1